C(C)(=O)[O-].C(C)(C)(C)OC(=O)C1C[NH2+]C1 3-(tert-butoxycarbonyl)azetidine-1-ium acetate